C(C)OC(=O)C=1N=C(SC1)NC(=O)OC(C)(C)C 2-((tert-Butoxycarbonyl)amino)thiazole-4-carboxylic acid ethyl ester